COC(=O)C1=CC2=C(N=N1)N(C=C2Cl)CC.N2=NC=C(C=C2)OCC=O 2-(pyridazin-4-oxy)ethan-1-one methyl-5-chloro-7-ethyl-7H-pyrrolo[2,3-c]pyridazine-3-carboxylate